(3R,7S)-2-(3,4-Dichlorobenzoyl)-N,3-dimethyl-10-oxo-9-((R)-1-(6-(trifluoromethyl)pyridin-3-yl)ethyl)-1,2,3,4,7,8,9,10-octahydropyrido[4',3':3,4]pyrazolo[1,5-a]pyrazine-7-carboxamide ClC=1C=C(C(=O)N2CC=3C(=NN4C3C(N(C[C@H]4C(=O)NC)[C@H](C)C=4C=NC(=CC4)C(F)(F)F)=O)C[C@H]2C)C=CC1Cl